3-(3-chloro-phenyl)-propionyl chloride ClC=1C=C(C=CC1)CCC(=O)Cl